C(C1=CC=CC=C1)C=1OC2=C(N1)C=CC=C2 2-benzylbenzo[d]oxazole